NON[C@@H](CCCCN)C(=O)O aminooxylysine